Zinc-Mercury [Hg].[Zn]